dichloro-dipentaerythritol ClC(OC(C(CO)(CO)CO)Cl)C(CO)(CO)CO